S1C=NC2=C1C=C(C=C2)C2=C(NC1=NC=C3C(=C12)N(C(N3C)=O)C(C)C)C=3C=NN(C3)CC(C)(C)O 8-(Benzo[d]thiazol-6-yl)-7-(1-(2-hydroxy-2-methylpropyl)-1H-pyrazol-4-yl)-1-isopropyl-3-methyl-3,6-dihydroimidazo[4,5-d]pyrrolo[2,3-b]pyridin-2(1H)-on